C(C)(=O)C1=NN(C2=CC=C(C=C12)C=1C=NC=2N(C1)N=C(C2)C2CC2)CC(=O)N2[C@@H](C[C@H](C2)F)C(=O)NC2=NC(=CC=C2)Br (2S,4R)-1-(2-(3-acetyl-5-(2-cyclopropylpyrazolo[1,5-a]pyrimidin-6-yl)-1H-indazol-1-yl)acetyl)-N-(6-bromopyridin-2-yl)-4-fluoropyrrolidine-2-carboxamide